(-)-8-((1R,2S,3R)-3-hydroxy-2-methylcyclopentyl)-6-(difluoromethyl-d)-2-((1-((methyl-d3)sulfonyl)piperidin-4-yl-3,3,4,5,5-d5)-amino)pyrido[2,3-d]pyrimidin-7(8H)-one O[C@H]1[C@H]([C@@H](CC1)N1C(C(=CC2=C1N=C(N=C2)NC2(C(CN(CC2([2H])[2H])S(=O)(=O)C([2H])([2H])[2H])([2H])[2H])[2H])C([2H])(F)F)=O)C